2-[(3-([(2-Aminophenyl)thio]methyl)-2,4,6-trimethylbenzyl)thio]aniline NC1=C(C=CC=C1)SCC=1C(=C(CSC2=C(N)C=CC=C2)C(=CC1C)C)C